FC=1C=C(C=C(C1)F)C1=CC=C(C=C1)N1C=NC2=C1C=C(C=C2)C2=CC=C(C=C2)NC(=O)NCCN(C)C 1-(4-(1-(3',5'-difluoro-[1,1'-biphenyl]-4-yl)-1H-benzo[d]imidazol-6-yl)phenyl)-3-(2-(di-methylamino)ethyl)urea